8-Benzyl-2-{[(1S)-1-(5-chloro-1H-benzimidazol-2-yl)ethyl]amino}pyrido[2,3-d]pyrimidin-7(8H)-on C(C1=CC=CC=C1)N1C(C=CC2=C1N=C(N=C2)N[C@@H](C)C2=NC1=C(N2)C=CC(=C1)Cl)=O